N-(4-((R)-2-(4-chloro-2,3-difluorophenyl)propyl)-6-(((R)-1-hydroxy-4-methylpent-2-yl)amino)-1,3,5-triazin-2-yl)methanesulfonamide ClC1=C(C(=C(C=C1)[C@@H](CC1=NC(=NC(=N1)N[C@@H](CO)CC(C)C)NS(=O)(=O)C)C)F)F